C(C1=CC=CC=C1)OC1=C(C=CC=C1F)B1OC(C(O1)(C)C)(C)C 2-(2-benzyloxy-3-fluoro-phenyl)-4,4,5,5-tetramethyl-1,3,2-dioxaborolane